pyridoxine dioctenoate CCCCC/C=C/C(=O)OCC1=CN=C(C(=C1COC(=O)/C=C/CCCCC)O)C